bisphenol A monophenyl-carbonate C1(=CC=CC=C1)OC(O)=O.OC1=CC=C(C=C1)C(C)(C)C1=CC=C(C=C1)O